N-(phosphonomethyl)-glycine P(=O)(O)(O)CNCC(=O)O